p-vinyl-anisole (Z)-Ethyl-(((2-bromopyridin-4-yl)amino)((2-oxoethyl)thio)methylene)carbamate C(C)OC(\N=C(/SCC=O)\NC1=CC(=NC=C1)Br)=O.C(=C)C1=CC=C(C=C1)OC